BrC=1C=C(C=NC1)S(=O)(=O)Cl 5-Bromo-3-(chlorosulphonyl)pyridine